3-iodo-perfluoropropene IC(C(=C(F)F)F)(F)F